3-[(1Z)-2-(5-aminopyrazin-2-yl)-2-fluoroethenyl]-4-(difluoromethoxy)-N-[(5S,6S)-6-hydroxyspiro[2.4]Heptan-5-yl]benzamide NC=1N=CC(=NC1)/C(=C/C=1C=C(C(=O)N[C@H]2CC3(CC3)C[C@@H]2O)C=CC1OC(F)F)/F